C(CCC)OC=1C2=C(C=NC1)C(=NN2[C@H]2CN(CCC2)C(C=C)=O)C2=CC=C(C=C2)OC2=C(C(=CC=C2)OC)F (R)-1-(3-(7-butoxy-3-(4-(2-fluoro-3-methoxyphenoxy)phenyl)-1H-pyrazolo[4,3-c]pyridin-1-yl)piperidin-1-yl)prop-2-en-1-one